5-(4-methoxyphenyl)-2-({6-methylimidazo[1,2-a]pyridin-2-yl}methyl)-1,2-dihydro-2,7-naphthyridin-1-one COC1=CC=C(C=C1)C1=C2C=CN(C(C2=CN=C1)=O)CC=1N=C2N(C=C(C=C2)C)C1